2-(isoindolin-2-ylmethyl)-5-((1-(methylsulfonyl)piperidin-4-yl)methoxy)-4H-pyran-4-one C1N(CC2=CC=CC=C12)CC=1OC=C(C(C1)=O)OCC1CCN(CC1)S(=O)(=O)C